C(C)(C)(C)NC(CN(C)C=1C2=C(N=C(N1)C1=NC=CC(=C1)COC)CCC2)=O N-tert-butyl-2-({2-[4-(methoxymethyl)pyridin-2-yl]-5H,6H,7H-cyclopenta[d]pyrimidin-4-yl}(methyl)amino)acetamide